1-((3-(4-(1H-pyrazol-4-yl)phenyl)-3-azabicyclo[3.1.0]hexan-6-yl)methyl)pyrrolidine N1N=CC(=C1)C1=CC=C(C=C1)N1CC2C(C2C1)CN1CCCC1